O(C1=CC=CC=C1)C1=CC=C(C=C1)[S+](C1=CC=CC=C1)C1=CC=CC=C1 (4-phenoxyphenyl)diphenyl-sulfonium